diphenyl-[(diphenyl-triazinyl)phenyl]dibenzofuran tert-butyl-3-(5-fluoro-4-methoxypyridin-3-yl)azetidine-1-carboxylate C(C)(C)(C)OC(=O)N1CC(C1)C=1C=NC=C(C1OC)F.C1(=CC=CC=C1)C=1C(=C(C2=C(OC3=C2C=CC=C3)C1)C1=C(C=CC=C1)C1=NN=NC(=C1C1=CC=CC=C1)C1=CC=CC=C1)C1=CC=CC=C1